C(CCC)C1=CC(C=C1)[Zr+2]C1C=CC2=C(C=CC=C12)Br (3-n-butyl-cyclopentadienyl)(4-bromo-indenyl)zirconium (IV)